8-((6-chloropyridin-3-yl)methyl)-3-(5,6,6-trifluorohex-5-en-1-yl)pyrido[2,3-d]pyrimidine-2,4(3H,8H)-dione ClC1=CC=C(C=N1)CN1C=CC=C2C1=NC(N(C2=O)CCCCC(=C(F)F)F)=O